2-(4-Methylphenoxy)-N-(2-methylsulfanylethyl)-N-phenyl-acetamid CC1=CC=C(OCC(=O)N(C2=CC=CC=C2)CCSC)C=C1